aminoethene NC=C